2-(4,5-dihydro-2H,3'H-spiro[furan-3,1'-isobenzofuran]-4'-yl)acetic acid C12(OCC3=C(C=CC=C13)CC(=O)O)COCC2